benzo[d][1,3]dioxol O1COC2=C1C=CC=C2